5-(3-bromophenyl)-2-(cyclopropylmethyl)-1H-pyrrole-3-carbothioamide BrC=1C=C(C=CC1)C1=CC(=C(N1)CC1CC1)C(N)=S